5-(4-ethylpiperazin-1-yl)-2-methyl-2,3-dihydro-1,4-benzodioxine C(C)N1CCN(CC1)C1=CC=CC=2OC(COC21)C